C(C1=CC=CC=C1)N1C2=NC=NC(=C2N=C1C1=C(C=C(OCCN2C(C(NCC2)(C)C)=O)C=C1)Cl)OC1(CC1)C 1-(2-(4-(9-benzyl-6-(1-methylcyclopropoxy)-9H-purin-8-yl)-3-chlorophenoxy)ethyl)-3,3-dimethylpiperazin-2-one